N1CC(CC1)OC1=C(C(=O)O)C=CC=C1 2-(pyrrolidin-3-yloxy)benzoic acid